1,6-diazabicyclo[3.2.1]oct-3-en-6-yl-sodium sulfate S(=O)(=O)(O)O.N12CC=CC(N(C1)[Na])C2